C1(CCC1)OC1=NC(=NC=C1C(F)(F)F)S(=O)C 4-(cyclobutoxy)-2-methylsulfinyl-5-(trifluoromethyl)pyrimidine